N-(3,5-dichloro-4-((1-isopropyl-6-oxo-1,6-dihydropyridin-3-yl)oxy)phenyl)-5-oxo-4,5-dihydro-1,2,4-oxadiazole-3-carboxamide ClC=1C=C(C=C(C1OC1=CN(C(C=C1)=O)C(C)C)Cl)NC(=O)C1=NOC(N1)=O